1-heptyl-1-methylpiperidinium acetate C(C)(=O)[O-].C(CCCCCC)[N+]1(CCCCC1)C